C1(CC1)C=1C2=C(C(=NC1)N)C(=NN2[C@@H]2CNCC2)C#CC2=C(C(=CC(=C2F)OC)OC)F (S)-7-cyclopropyl-3-((2,6-difluoro-3,5-dimethoxyphenyl)ethynyl)-1-(pyrrolidin-3-yl)-1H-pyrazolo[4,3-c]pyridin-4-amine